4-chloro-2-(2,6-difluoro-4-(2-meth-yl-2H-indazol-4-yl)-benzyl)isoindoline-1,3-dione ClC1=C2C(N(C(C2=CC=C1)=O)CC1=C(C=C(C=C1F)C=1C2=CN(N=C2C=CC1)C)F)=O